ClC=1C=C(C=C(C1OC=1C=C2CCN(C(C2=CC1)=O)CC1=CC(=CC=C1)OC)Cl)N1N=C(C(NC1=O)=O)C(=O)O 2-(3,5-Dichloro-4-((2-(3-methoxybenzyl)-1-oxo-1,2,3,4-tetrahydroisoquinolin-6-yl)oxy)phenyl)-3,5-dioxo-2,3,4,5-tetrahydro-1,2,4-triazine-6-carboxylic acid